ClC1=C(C=C(C=C1)N1CCC(CC1)N1CCN(CC1)C(=O)OC(C)(C)C)F tert-butyl 4-[1-(4-chloro-3-fluoro-phenyl)-4-piperidyl]piperazine-1-carboxylate